ClC1=C(C=C2C(=NNC2=C1)CCC(=O)O)C1=CC=C(C=C1)C1=C(C=C(C=C1)C(N(C)C)=O)O 3-(6-chloro-5-(4'-(dimethylcarbamoyl)-2'-hydroxy-[1,1'-biphenyl]-4-yl)-1H-indazol-3-yl)propanoic acid